9-phenyl-10-(3'-(9-phenyl-9H-fluoren-9-yl)-[1,1'-biphenyl]-3-yl)anthracene C1(=CC=CC=C1)C=1C2=CC=CC=C2C(=C2C=CC=CC12)C=1C=C(C=CC1)C1=CC(=CC=C1)C1(C2=CC=CC=C2C=2C=CC=CC12)C1=CC=CC=C1